4-[4-(3-carboxy-3-methylbutyl)-phenyl]-2,2-dimethylbutyric acid C(=O)(O)C(CCC1=CC=C(C=C1)CCC(C(=O)O)(C)C)(C)C